4-((4-Aminobutyl(isopropyl)amino)-1-oxoisoindolin-2-yl)piperidine-2,6-dione hydrochloride Cl.NCCCCN(C(C)C)C1N(C(C2=CC=CC=C12)=O)C1CC(NC(C1)=O)=O